morpholinylcholesterol N1(CCOCC1)CC(C)CCC[C@@H](C)[C@H]1CC[C@H]2[C@@H]3CC=C4C[C@@H](O)CC[C@]4(C)[C@H]3CC[C@]12C